5-(2,3-dihydro-1H-inden-4-yl)-6-methoxy-1H-pyrazolo[4,3-b]Pyridine C1CCC2=C(C=CC=C12)C1=C(C=C2C(=N1)C=NN2)OC